(12S)-6-(benzyloxy)-20-nitro-6-(trifluoromethyl)-22-oxa-3,4,16,21-tetraazatetracyclo[15.3.1.12,5.012,16]docosa-1(21),2,4,9,17,19-hexa-ene-18-carboxamide C(C1=CC=CC=C1)OC1(C2=NN=C(C=3C(=CC(=C(N4CCC[C@H]4CC=CCC1)N3)C(=O)N)[N+](=O)[O-])O2)C(F)(F)F